C(C)C1=C(C(=C(C(=N1)C(=O)O)C(=O)O)CC)CBr diethyl-5-bromomethyl-2,3-pyridinedicarboxylic acid